tert-butyl (3-(7-(6-methyl-1,2,4,5-tetrazin-3-yl)-3-oxo-9-phenyl-1H-pyrrolo[3,4-b]indolizin-2(3H)-yl)propyl)carbamate CC1=NN=C(N=N1)C=1C=CN2C3=C(C(=C2C1)C1=CC=CC=C1)CN(C3=O)CCCNC(OC(C)(C)C)=O